ClC1=CC=C(C=C1)C(C)(C)N1C[C@@](CC1)(CCC1=CC=C(C=C1)S(=O)(=O)C)[C@H](C(F)(F)F)O |o1:27| (R or S)-1-((S)-1-(2-(4-chlorophenyl)propan-2-yl)-3-(4-(methylsulfonyl)phenethyl)pyrrolidin-3-yl)-2,2,2-trifluoroethan-1-ol